aminobutan-1-yl-(lysine) NCCCCN[C@@H](CCCCN)C(=O)O